NC=1N(C(=CN(C1)C1COCC1)C1=CC(=C(C=C1F)CNC(C1=C(C=CC=C1)OC)=O)F)C#N N-[[4-(5-amino-4-cyano-1-tetrahydro-furan-3-yl-pyrazin-3-yl)-2,5-difluoro-phenyl]methyl]-2-methoxy-benzamide